ClC1=C(C(=O)N(C)C)C=CC(=C1)NC1CN(C1)C1CCN(CC1)C(C(C(F)(F)F)(O)C1=CC(=CC=C1)Cl)=O 2-chloro-4-(1-(1-(2-(3-chlorophenyl)-3,3,3-trifluoro-2-hydroxypropanoyl)piperidin-4-yl)azetidin-3-ylamino)-N,N-dimethylbenzamide